1-[5-(2-methoxypyridin-4-yl)-1H-pyrazole-3-carbonyl]-N-(2-phenylpropan-2-yl)piperidine-4-carboxamide COC1=NC=CC(=C1)C1=CC(=NN1)C(=O)N1CCC(CC1)C(=O)NC(C)(C)C1=CC=CC=C1